NC=1C=2N(C3=C(N1)C=NC(=C3)C(=O)N([C@@H]3COC1=C3C=CC(=C1)C(F)(F)F)C1CC1)C=NC2 (S)-4-amino-N-cyclopropyl-N-(6-(trifluoromethyl)-2,3-dihydrobenzofuran-3-yl)imidazo[1,5-a]pyrido[3,4-e]pyrazine-8-carboxamide